C1(CCCC1)NC(\C=C\CN1C[C@@H](CCC1)OC1=NC=C(C=C1)\C(=C(\CC(F)(F)F)/C1=CC=CC=C1)\C=1C=C2C(=NN(C2=CC1)C1OCCCC1)F)=O (E)-N-Cyclopentyl-4-((3R)-3-((5-((Z)-4,4,4-trifluoro-1-(3-fluoro-1-(tetrahydro-2H-pyran-2-yl)-1H-indazol-5-yl)-2-phenylbut-1-en-1-yl)pyridin-2-yl)oxy)piperidin-1-yl)but-2-enamide